C1=CC=CC=2C3=CC=CC=C3C(C12)COC(=O)N[C@@H](CCCCN)C(=O)O N-(9-fluorenylmethoxycarbonyl)-L-lysine